Keto-Methionin O=N[C@@H](CCSC)C(=O)O